FC1=C(C(=CC(=C1F)F)F)[B-](C1=C(C(=C(C=C1F)F)F)F)(C1=C(C(=C(C=C1F)F)F)F)C1=C(C(=C(C=C1F)F)F)F.C(C)[NH+](C1=CC=CC=C1)CC N,N-diethylanilinium tetrakis-(2,3,4,6-tetrafluorophenyl)borate